C(C=CC=CC=CC=CC=C\C=C/CCCCCCCCC)(=O)O 13Z,15E,19Z-docosahexaenoic acid